(R)-6-(2-(3'-chloro-[1,1'-biphenyl]-3-yl)-2-hydroxyacetyl)-2-(1-(3-chlorophenyl)cyclopropyl)-5,6,7,8-tetrahydropyrido[4,3-d]pyrimidin-4(3H)-one ClC=1C=C(C=CC1)C1=CC(=CC=C1)[C@H](C(=O)N1CC2=C(N=C(NC2=O)C2(CC2)C2=CC(=CC=C2)Cl)CC1)O